ISOTHIAZOLYLCARBOXAMIDE S1N=C(C=C1)C(=O)N